4-(((2-(2,6-Dicarbonylpiperidin-3-yl)-1,3-Dicarbonylisoindolin-4-yl)amino)methyl)cyclohexane-1-carboxylic acid C(=O)=C1NC(CCC1N1C(C2=CC=CC(=C2C1=C=O)NCC1CCC(CC1)C(=O)O)=C=O)=C=O